2-(4-(benzyloxy)-2-(hydroxymethyl)phenyl)-2-(4-bromophenyl)-1-cyclohexyl-2-hydroxyethan-1-one C(C1=CC=CC=C1)OC1=CC(=C(C=C1)C(C(=O)C1CCCCC1)(O)C1=CC=C(C=C1)Br)CO